4-amino-1-[3,4-dihydroxy-5-(hydroxymethyl)oxolan-2-yl]-1,3,5-triazin-2-one NC1=NC(N(C=N1)C1OC(C(C1O)O)CO)=O